C(#N)C=1C=C(C=CC1)C[C@@H](C(=O)O)N(C(=O)OC)C1C2=CC=CC=C2C=2C=CC=CC12 (2S)-3-(3-cyanophenyl)-2-(9H-fluoren-9-yl-methoxycarbonyl-amino)propanoic acid